3-iodopyrazolo[1,5-a]Pyridine-5-carbaldehyde IC=1C=NN2C1C=C(C=C2)C=O